C(O)(O)=O.O1C(=O)C=CC2=CC=CC=C12.O1C(=O)C=CC2=CC=CC=C12 bis-coumarin carbonate